NC1=CC(=NC(=C1)NC1=C(C=CC=C1)O)C(=O)N(C)C1CC2=CC=CC=C2C1 4-Amino-N-(2,3-dihydro-1H-inden-2-yl)-6-((2-hydroxyphenyl)amino)-N-methyl-picolinamide